COC1=CC=C(C=N1)CN1CCN(CC1)C1=CC=C(C=N1)C=1C=2N(C=C(C1)O)N=CN2 8-(6-(4-((6-Methoxypyridin-3-yl)methyl)piperazin-1-yl)pyridin-3-yl)-[1,2,4]triazolo[1,5-a]pyridin-6-ol